C(C)N(C=1C=C2CN(C(C2=CC1)=O)C1=CC2=C(NC(=N2)C2=CC=C(C=C2)OCC)C=C1)CC 5-(diethylamino)-2-(2-(4-ethoxyphenyl)-1H-benzimidazol-5-yl)isoindolin-1-one